1,8-dichloro-N-[(3R)-1-methyl-3-piperidyl]pyrrolo[1,2-d][1,2,4]triazin-4-amine ClC=1C=2N(C(=NN1)N[C@H]1CN(CCC1)C)C=CC2Cl